N[C@@H]1C[C@H](CCC1)C(=O)O (1S,3S)-3-AMINOCYCLOHEXANECARBOXYLIC ACID